1-[3-cyano-4-(3-chlorophenyl)thiophen-2-yl]-3-[4-(pyrrolidin-1-yl)butyl]urea C(#N)C1=C(SC=C1C1=CC(=CC=C1)Cl)NC(=O)NCCCCN1CCCC1